Ethyl (S)-3-((tert-butoxycarbonyl)amino)-3-(3-cyclopropyl-2-fluoro-5-(4,4,5,5-tetramethyl-1,3,2-dioxaborolan-2-yl)phenyl)propanoate C(C)(C)(C)OC(=O)N[C@@H](CC(=O)OCC)C1=C(C(=CC(=C1)B1OC(C(O1)(C)C)(C)C)C1CC1)F